NC1=C(C=NN1C1=CC=C(C(=O)O)C=C1)C(=O)N1C[C@@]2(CCC1)C1=C(NC(O2)=O)C=CC(=C1F)Cl (R)-4-(5-Amino-4-(6-chloro-5-fluoro-2-oxo-1,2-dihydrospiro[benzo[d][1,3]oxazine-4,3'-piperidine]-1'-carbonyl)-1H-pyrazol-1-yl)benzoic acid